5-methoxy-1-phenyl-7-(trifluoromethyl)-quinazolin-2(1H)-one COC1=C2C=NC(N(C2=CC(=C1)C(F)(F)F)C1=CC=CC=C1)=O